C1(CCC(N1OC(CCCC1=CC=C(C=C1)N1C(C=CC1=O)=O)=O)=O)=O 4-(4-maleimidophenyl)butyric acid succinimidyl ester